Cl.N1CC(C1)OOC(C=1NC2=CC=CC=C2C1)N (azetidin-3-yloxy)(oxy-indol-2-ylmethyl)amine hydrochloride